(1S)-2,6,6-trimethylbicyclo[3.1.1]hept-2-ene CC=1[C@H]2C(C(CC1)C2)(C)C